1-{[(3S)-4-(cyanoacetyl)morpholin-3-yl]methoxy}-7-(prop-2-yloxy)isoquinoline-6-carboxamide C(#N)CC(=O)N1[C@@H](COCC1)COC1=NC=CC2=CC(=C(C=C12)OC(C)C)C(=O)N